2-(butylsulfanyl)-4,6-dichloropyrimidin-5-amine C(CCC)SC1=NC(=C(C(=N1)Cl)N)Cl